5-[4'-chloro-2-(trifluoromethyl)biphenyl-4-yl]-3,6-dihydro-2H-1,3,4-oxadiazin-2-one ClC1=CC=C(C=C1)C1=C(C=C(C=C1)C1=NNC(OC1)=O)C(F)(F)F